N[C@H]1C[C@H](N(CC1)C(=O)N1CC2(CCCC2)C(CC1)CN1C(C2=CN=CC=C2C=C1)=O)C1=CC=CC=C1 2-((7-((2S,4R)-4-Amino-2-phenylpiperidine-1-carbonyl)-7-azaspiro[4.5]decan-10-yl)methyl)-2,7-naphthyridin-1(2H)-one